ClC1=C(C=CC(=C1)CS(=O)(=O)C)C1COCCCN1 3-[2-chloro-4-(methylsulfonylmethyl)phenyl]-1,4-oxazepan